[Ti].[W].[V] Vanadium tungsten titanium